C(C)(C)N1N=CC=C1C(=O)NCC1=NOC(C1)(C(=O)OCC)CC1=CC(=CC=C1)C ethyl 3-((1-isopropyl-1H-pyrazole-5-carboxamido)methyl)-5-(3-methylbenzyl)-4,5-dihydroisoxazole-5-carboxylate